4-Methyl-N-[2-(3-methylpyridin-2-yl)-[1,3]thiazolo[5,4-c]pyridin-6-yl]-6-(piperidin-4-yloxy)pyridin-2-amine CC1=CC(=NC(=C1)OC1CCNCC1)NC1=CC2=C(C=N1)SC(=N2)C2=NC=CC=C2C